N[C@H]1CS(C2=C(N(C1=O)CC1=CC=C(C=C1)Cl)C=C(C(=C2)F)C2=NN=C(O2)C21CN(CC1C2)C(=O)OC)(=O)=O methyl 1-[5-[(3R)-3-amino-5-[(4-chloro-phenyl)methyl]-8-fluoro-1,1,4-trioxo-2,3-dihydro-1λ6,5-benzo-thiazepin-7-yl]-1,3,4-oxadiazol-2-yl]-3-azabicyclo[3.1.0]-hexane-3-carboxylate